BrC1=CC=C(NC1=O)C(=O)N(C)C1COCC=2NC(C=3C=C(C(=CC3C21)F)F)=O 5-bromo-N-(8,9-difluoro-6-oxo-1,4,5,6-tetrahydro-2H-pyrano[3,4-c]isoquinolin-1-yl)-N-methyl-6-oxo-1,6-dihydropyridine-2-carboxamide